ethyl 4-[6-(difluoromethyl)-5-[[6-(trifluoromethyl)pyridine-2-carbonyl]amino] indazol-2-yl]cyclohexanecarboxylate FC(C=1C(=CC2=CN(N=C2C1)C1CCC(CC1)C(=O)OCC)NC(=O)C1=NC(=CC=C1)C(F)(F)F)F